N-hexanoyl-Methionine C(CCCCC)(=O)N[C@@H](CCSC)C(=O)O